FC1CN(C1)CC1=C2C[C@H](OC3=C(SC(C(N1)=O)=C32)C=3C=NNC3)C (R)-6-((3-fluoroazetidin-1-yl)methyl)-4-methyl-2-(1H-pyrazol-4-yl)-5,7-dihydro-3-oxa-1-thia-7-azaacenaphthylen-8(4H)-one